Cl(=O)(=O)(=O)[O-].[O+]1=CC=CC2=CC=CC=C12 chromenium perchlorate